2-(4-biphenylyl)-2-fluoropropionic acid C1(=CC=C(C=C1)C(C(=O)O)(C)F)C1=CC=CC=C1